C1(=CC(=CC=C1)C=1SC(=CN1)C(=O)N)C 2-(m-tolyl)-1,3-thiazole-5-carboxamide